5-((4-(((S)-2-hydroxy-1-phenylethyl)amino)-5-(3,8-dioxa-1-azaspiro[4.5]dec-1-en-2-yl)pyrimidin-2-yl)amino)-3-methylisoindolin-1-one OC[C@H](C1=CC=CC=C1)NC1=NC(=NC=C1C1=NC2(CO1)CCOCC2)NC=2C=C1C(NC(C1=CC2)=O)C